FC1=C(C=C(C=C1)NC(C#C)=O)NC1=NC(=NC=C1C1=CC=C(C=C1)C(F)(F)F)NC=1C=NN(C1)C N-[4-fluoro-3-({2-[(1-methyl-1H-pyrazol-4-yl)amino]-5-[4-(trifluoromethyl)phenyl]pyrimidin-4-yl}amino)phenyl]prop-2-ynamide